7-[4-methoxy-3-(prop-2-enamido)phenyl]-N-methylquinazoline-2-carboxamide COC1=C(C=C(C=C1)C1=CC=C2C=NC(=NC2=C1)C(=O)NC)NC(C=C)=O